tert-butyl (S)-4-(((S)-1-methoxy-3-methyl-1-oxobutan-2-yl)(methyl)carbamoyl)-2-methylpiperazine-1-carboxylate COC([C@H](C(C)C)N(C(=O)N1C[C@@H](N(CC1)C(=O)OC(C)(C)C)C)C)=O